ClC=1C=C(C=CC1)C1=CC(=CC=C1C)[C@H](CC(=O)[O-])NC(=O)NC=1C(N(C=CC1[O-])C)=O.[Na+].[Na+] Natrium (S)-3-(3'-chloro-6-methylbiphenyl-3-yl)-3-(3-(1-methyl-4-oxido-2-oxo-1,2-dihydropyridin-3-yl)ureido)propanoat